(3-benzyloxy-2,6-dimethyl-phenyl)boronic acid C(C1=CC=CC=C1)OC=1C(=C(C(=CC1)C)B(O)O)C